O=C(NCCOCCOCC(=O)ON1C(CCC1=O)=O)COCCOCCNC(CC[C@H](NC(CCCCCCCCCCCCCCCCC(=O)OCC1=CC=CC=C1)=O)C(=O)OCC1=CC=CC=C1)=O 21,39-dibenzyl 1-(2,5-dioxopyrrolidin-1-yl) (S)-9,18,23-trioxo-2,5,11,14-tetraoxa-8,17,22-triazanonatriacontane-1,21,39-tricarboxylate